C(C)NC(=O)N1[C@H]([C@H](CCC1)NS(=O)(=O)C)CO[C@@H]1CC[C@@H](CC1)C1=C(C=CC=C1)OC(F)(F)F cis-N-ethyl-3-((methylsulfonyl)amino)-2-(((cis-4-(2-(trifluoromethoxy)phenyl)-cyclohexyl)oxy)methyl)piperidine-1-carboxamide